N1(CCC(CC1)N1C2=NC=NC(=C2N(C1=O)C1=CC=C(C=C1)Br)N)C1CCNCC1 9-([1,4'-Bipiperidin]-4-yl)-6-amino-7-(4-bromophenyl)-7,9-dihydro-8H-purin-8-one